F[C@@]1(C[C@@H]2N(C=3C=CC=CC3N(C2)C2=CC=C(C=C2)C(F)(F)F)CC1)C(=O)O (6aS,8S)-8-fluoro-5-(4-(trifluoromethyl)phenyl)-6,6a,7,8,9,10-hexahydro-5H-pyrido[1,2-a]quinoxaline-8-carboxylic acid